[4-[[4-(4-Pyridin-3-ylpiperazin-1-yl)phenyl]carbamoyl]phenyl] acetate C(C)(=O)OC1=CC=C(C=C1)C(NC1=CC=C(C=C1)N1CCN(CC1)C=1C=NC=CC1)=O